O1C2=C(OCC1C=1NCC(N1)([2H])[2H])C=CC=C2 2-(2,3-dihydrobenzo[b][1,4]dioxin-2-yl)-4,5-dihydro-1H-imidazole-4,4-d2